(4R)-6-Chloro-5-fluoro-1'-(3-((4-fluorophenyl)(hydroxy)methyl)-1H-1,2,4-triazole-5-carbonyl)spiro[benzo[d][1,3]oxazine-4,3'-piperidin]-2(1H)-one ClC1=C(C2=C(NC(O[C@@]23CN(CCC3)C(=O)C3=NC(=NN3)C(O)C3=CC=C(C=C3)F)=O)C=C1)F